7-methyl-5-(trifluoromethyl)-[1,2,4]triazolo[1,5-a]pyrimidin-2-amine CC1=CC(=NC=2N1N=C(N2)N)C(F)(F)F